3-fluoro-1-(6-(2-methyl-2H-pyrazolo[3,4-b]pyridin-5-yl)thieno[2,3-b]pyridin-2-yl)cyclobutanol FC1CC(C1)(O)C1=CC=2C(=NC(=CC2)C2=CC=3C(N=C2)=NN(C3)C)S1